Tert-butyl 7-(6-(5-((2,4-difluorophenyl)sulfonamido)-6-methoxypyridin-3-yl)quinazolin-4-yl)-2,7-diazaspiro[3.5]nonane-2-carboxylate FC1=C(C=CC(=C1)F)S(=O)(=O)NC=1C=C(C=NC1OC)C=1C=C2C(=NC=NC2=CC1)N1CCC2(CN(C2)C(=O)OC(C)(C)C)CC1